N(=[N+]=[N-])CCOCCOCCOCCNCC1=CC=CC=C1 2-(2-(2-(2-azidoethoxy)ethoxy)ethoxy)-N-benzylethan-1-amine